1-((2-((6-bromobenzo-[d]thiazol-2-yl)amino)-pyridin-4-yl)methyl)-piperidin-4-ol BrC1=CC2=C(N=C(S2)NC2=NC=CC(=C2)CN2CCC(CC2)O)C=C1